C(=C)C=1C=NC=CC1 3-Vinyl-pyridine